[Ru].CC1=C(C(=CC(=C1)C)C)C1(C(C(=CC=C1)C1=C(C=C(C=C1C)C)C)=C1NCCN1)C=C1C(CCC(C1)(Cl)Cl)P(C1CCCCC1)C1CCCCC1 1,3-bis-(2,4,6-trimethylphenyl)-2-(imidazolidinylidene)(phenylmethylene)dichloro(tricyclohexylphosphine) ruthenium